ClC1=CC=C(C=C1)[C@@H](NC(=O)[C@@H]1CNC(O1)=O)C1=C(C(=CC=C1)F)F |o1:7| (S)-N-((R or S)-(4-chlorophenyl)(2,3-difluorophenyl)methyl)-2-oxooxazolidine-5-carboxamide